4-(1-(azetidin-3-yl)-8-chloro-6-fluoro-1H-[1,2,3]triazolo[4,5-c]quinolin-7-yl)-7-fluorobenzo[d]thiazol-2-amine-3-d N1CC(C1)N1N=NC=2C=NC=3C(=C(C(=CC3C21)Cl)C2=CC=C(C1=C2N(C(S1)N)[2H])F)F